O1C[C@@H](CCC1)NC1=CC(=NC=N1)NC1=CC2=C(C(NC23CCCCC3)=O)S1 (R)-2'-((6-((tetrahydro-2H-pyran-3-yl)amino)pyrimidin-4-yl)amino)spiro[cyclohexane-1,4'-thieno[2,3-c]pyrrol]-6'(5'H)-one